C(CCCC)C1CCC(CC1)C(=O)OCC(COC(=O)OCCCN(CC)CC)COC(CCCCCCC\C=C/C\C=C/CCCCC)=O 3-(((3-(diethylamino)propoxy)carbonyl)oxy)-2-((((9Z,12Z)-octadeca-9,12-dienoyl)oxy)methyl)propyl 4-pentylcyclohexane-1-carboxylate